3-(3-(4,4-Difluoropiperidin-1-yl)propoxy)-N-(4-hydroxy-3-(methylsulfonylamino)phenyl)-4'-(trifluoromethyl)-[1,1'-biphenyl]-4-carboxamide hydrochloride Cl.FC1(CCN(CC1)CCCOC=1C=C(C=CC1C(=O)NC1=CC(=C(C=C1)O)NS(=O)(=O)C)C1=CC=C(C=C1)C(F)(F)F)F